NC1=C(C=CC=C1)C1=CC(=CC=C1)C1=C(C=CC=C1)N 2,2''-diamino-[1,1':3',1'']terphenyl